C(C)C1=CC2=C(CCO[C@]23C[C@@H](N(CC3)CC=3C=NC(=NC3)NC(CO)(C)C)C)S1 2-[[5-[[(2'S,4R)-2-ethyl-2'-methyl-spiro[6,7-dihydrothieno[3,2-c]pyran-4,4'-piperidin]-1'-yl]methyl]pyrimidin-2-yl]amino]-2-methyl-propan-1-ol